COC1(C2(CCC(C1)(CC2)C(=O)NC)C(=O)NC)OC dimethoxy-N1,N4-dimethylbicyclo[2.2.2]octane-1,4-dicarboxamide